COC(C=CC(=O)C(NCC1=CC=CC=C1)=O)=O Methyl-4-(benzylcarbamoyl)-4-oxobut-2-enoate